NC1=NC=CC2=CC=C(C=C12)C=1C=C2C(CC3(CCN(CC3)C(=O)OC)C2=CC1)OC1=C(C=CC=C1C#N)CC(=O)O 2-(2-((5-(1-aminoisoquinolin-7-yl)-1'-(methoxycarbonyl)-2,3-dihydrospiro[indene-1,4'-piperidin]-3-yl)oxy)-3-cyanophenyl)acetic acid